C(C1=CC=CC=C1)(=O)OC1(CC(C1)C=1C=CC=C2C=NC(=NC12)NC1CCN(CC1)S(=O)(=O)C)C(F)F 1-(difluoromethyl)-3-(2-((1-(methylsulfonyl) piperidin-4-yl)amino)quinazolin-8-yl)cyclobutyl benzoate